C=CCCCCC Heptaene